2-(4-methyl-3-pentenyl)-6-methyl-9-acryloyloxy-10-hydroxy-1,4-dihydroanthracene CC(=CCCC=1CC2=C(C3=CC=C(C=C3C(=C2CC1)O)C)OC(C=C)=O)C